(S)-N-((R)-(1,4-dimethyl-1H-pyrazol-3-yl)(1-methylcyclopentyl)methyl)-2-methylpropane-2-sulfinamide CN1N=C(C(=C1)C)[C@H](N[S@@](=O)C(C)(C)C)C1(CCCC1)C